NC1=NC(=NC(=C1NC(OC)=O)N)C1=NN(C2=C(C=C(C=C12)F)F)CC=1C=NC=CC1 Methyl (4,6-diamino-2-(5,7-difluoro-1-(pyridin-3-ylmethyl)-1H-indazol-3-yl) pyrimidin-5-yl)carbamate